BrC1=CC=C(C(=N1)CN(C)CC1=CC(=C(C(=C1)[N+](=O)[O-])OC)C1=NN(C=N1)C)F (6-bromo-3-fluoropyridin-2-yl)-N-(4-methoxy-3-(1-methyl-1H-1,2,4-triazol-3-yl)-5-nitrophenylmethyl)-N-methyl-methylamine